(S)-1-(3-(4-(2-(2,6-Dichlorophenyl)-3-methylimidazo[2,1-f][1,6]naphthyridin-9-yl)-1H-pyrazol-1-yl)pyrrolidin-1-yl)-2-hydroxyethan-1-one ClC1=C(C(=CC=C1)Cl)C=1N=C2C=3C=C(C=NC3C=CN2C1C)C=1C=NN(C1)[C@@H]1CN(CC1)C(CO)=O